FC1(CCC(CC1)[C@H](NC(=O)C1=CN=CN1C(C)C)C1=NC2=C(N1)C=CC(=C2)[C@@H](C)NC(CCC(F)(F)F)=O)F N-((S)-(4,4-Difluorocyclohexyl)(5-((R)-1-(4,4,4-trifluorobutanamido)ethyl)-1H-benzo[d]imidazol-2-yl)methyl)-1-isopropyl-1H-imidazole-5-carboxamide